N-{[3-(1H-imidazol-5-yl)-2-[3-(trifluoromethyl)-1H-1,2,4-triazol-5-yl]imidazo[1,2-a]pyrimidin-6-yl]methyl}-N-methylacetamide N1C=NC=C1C1=C(N=C2N1C=C(C=N2)CN(C(C)=O)C)C2=NC(=NN2)C(F)(F)F